ClCCCl L-1,2-dichloroethane